tert-Butyl 3-(2-(tert-butylamino)-8-((4-chlorophenyl)amino)-9H-purin-9-yl)pyrrolidine-1-carboxylate C(C)(C)(C)NC1=NC=C2N=C(N(C2=N1)C1CN(CC1)C(=O)OC(C)(C)C)NC1=CC=C(C=C1)Cl